BrC1=CC(=C2C(N(C(NC2=C1)=O)C1=CN=CC2=CC=CC=C12)=O)OC 7-bromo-3-(isoquinolin-4-yl)-5-methoxyquinazoline-2,4(1H,3H)-dione